C(C=C)(=O)OC[Si](OC)(OC)C acryloyl-oxymethyl-methyldimethoxysilan